(±)-3-(7-Methyl-1H-indazol-5-yl)-2-{[4-(2-oxo-1,4-dihydro-2H-quinazolin-3-yl)-piperidine-1-carbonyl]-amino}-propionic acid piperidin-4-yl ester N1CCC(CC1)OC([C@@H](CC=1C=C2C=NNC2=C(C1)C)NC(=O)N1CCC(CC1)N1C(NC2=CC=CC=C2C1)=O)=O |r|